sodium-cobalt phosphoric acid P(O)(O)(O)=O.[Co].[Na]